2'-amino-[1,1':4',1''-terphenyl]-4,4''-dicarboxylic acid palladium [Pd].NC1=C(C=CC(=C1)C1=CC=C(C=C1)C(=O)O)C1=CC=C(C=C1)C(=O)O